tert-butyl N-[2,4-difluoro-3-([[3-methyl-1-(oxan-2-yl)-4-(pyridin-3-yl)pyrazolo[3,4-b]pyridin-5-yl]oxy]methyl)phenyl]-N-(5-fluoro-2-methoxypyridin-3-ylsulfonyl)carbamate FC1=C(C=CC(=C1COC=1C(=C2C(=NC1)N(N=C2C)C2OCCCC2)C=2C=NC=CC2)F)N(C(OC(C)(C)C)=O)S(=O)(=O)C=2C(=NC=C(C2)F)OC